4-[4-(2-cyclopentylsulfanyl-pyridin-3-yl)-2-fluoro-phenoxy]-butyric acid C1(CCCC1)SC1=NC=CC=C1C1=CC(=C(OCCCC(=O)O)C=C1)F